FC(C(=O)O)(F)F.COCCNC=1C2=C(N=C(N1)NC1=CC=C(C3=C1OCCO3)C(=O)N3CCOCC3)NC=C2 (8-((4-((2-methoxyethyl)amino)-7H-pyrrolo[2,3-d]pyrimidin-2-yl)amino)-2,3-dihydrobenzo[b][1,4]dioxin-5-yl)(morpholino)meth-anone 2,2,2-trifluoroacetate